[4-(1-methyl-1H-pyrazol-5-yl)-7-(1H-pyrazol-5-yl)imidazo[1,5-b]pyridazin-2-yl]-8-oxa-3-azabicyclo[3.2.1]octane CN1N=CC=C1C=1C=2N(N=C(C1)C13CNCC(CC1)O3)C(=NC2)C2=CC=NN2